7-([1,1'-biphenyl]-2-yl)-4-(azepan-1-yl)-6-chloro-8-fluoro-2-((tetrahydro-1H-pyrrolizin-7a(5H)-yl)meth-oxy)quinazoline C1(=C(C=CC=C1)C1=C(C=C2C(=NC(=NC2=C1F)OCC12CCCN2CCC1)N1CCCCCC1)Cl)C1=CC=CC=C1